ClC=1C=C(C=NC1C#N)[C@@H](CC)NC(=O)C=1C=C(N2C1COCC2)C(=O)N2[C@H](CCC2)C 6-((S)-2-methyl-pyrrolidine-1-carbonyl)-3,4-dihydro-1H-pyrrolo[2,1-c][1,4]oxazine-8-carboxylic acid [(R)-1-(5-chloro-6-cyano-pyridin-3-yl)-propyl]-amide